CN(C1(CC1)C(=O)N(C)OC)C 1-(dimethylamino)-N-methoxy-N-methyl-cyclopropanecarboxamide